octyl L-alaninate N[C@@H](C)C(=O)OCCCCCCCC